3-difluoromethyl-1-methyl-N-(1,1,3-trimethylindan-4-yl)pyrazole-4-carboxamide FC(C1=NN(C=C1C(=O)NC1=C2C(CC(C2=CC=C1)(C)C)C)C)F